N[C@@H]([C@H](C)CC)C(=O)O Allo-Isoleucin